NC(C(=O)N(C)C1=CC2=C(OCO2)C=C1)CC1=CC=CC=C1 2-amino-N-(benzo[d][1,3]dioxol-5-yl)-N-methyl-3-phenylpropionamide